FC1(CCN(CCC1)C1=NC2=CC(=CC=C2C=C1C(=O)O)OC)F 2-(4,4-difluoroazepan-1-yl)-7-methoxyquinoline-3-carboxylic acid